3-(2-(2-(pyridin-2-ylmethylidene)hydrazino)thiazol-4-yl)-2H-chromen-2-one N1=C(C=CC=C1)C=NNC=1SC=C(N1)C=1C(OC2=CC=CC=C2C1)=O